N'-(heptadec-9-yl)tert-butoxycarbohydrazide CCCCCCCCC(CCCCCCCC)N(NOC(C)(C)C)C(=O)NN